N(=C=S)CC1CC(CCC1)CN=C=S 1,3-bis(isothiocyanatomethyl)cyclohexane